tert-butyl 7-bromo-3,4-dihydrobenzo[4,5]imidazo[1,2-a]pyrazine-2(1H)-carboxylate BrC1=CC2=C(N=C3N2CCN(C3)C(=O)OC(C)(C)C)C=C1